C1(CCC1)OC(=O)N[C@H](C(=O)O)CCN(CCCCC1=NC=2NCCCC2C=C1)CCOC1=CC=CC=C1 (2S)-2-(cyclobutoxycarbonylamino)-4-[2-phenoxyethyl-[4-(5,6,7,8-tetrahydro-1,8-naphthyridin-2-yl)butyl]amino]butanoic acid